COC1=C(C(=NC=C1C)COC1=CC=C(C=C1)C=1C=C(C(NC1C(F)(F)F)=O)C(=O)N)C 5-(4-((4-methoxy-3,5-dimethylpyridin-2-yl)methoxy)phenyl)-2-oxo-6-(trifluoromethyl)-1,2-dihydropyridine-3-carboxamide